C1(CC1)C=1C(=NC(=NC1)NC=1C(=NN(C1)C1CCN(CC1)C)C)NCCCN1C(N(CCCC1)C)=O 1-(3-((5-cyclopropyl-2-((3-methyl-1-(1-methylpiperidin-4-yl)-1H-pyrazol-4-yl)amino)pyrimidin-4-yl)amino)propyl)-3-methyl-1,3-diazepan-2-one